C(C)(=O)OCCN1C(C=2C(=NC=3C=CC(=CC3C2C1=O)S(=O)(=O)N1CCOCC1)C)=O 2-[4-Methyl-8-(morpholin-4-ylsulfonyl)-1,3-dioxo-1,3-dihydro-2H-pyrrolo[3,4-c]quinolin-2-yl]ethyl acetate